ethyl 2-(hydroxymethyl)prop-2-enoate OCC(C(=O)OCC)=C